3-(((3-(dimethylamino)propoxy)carbonyl)oxy)-13-(octanoyloxy)tridecyl-3-octylundecanoate CN(CCCOC(=O)OC(CCOC(CC(CCCCCCCC)CCCCCCCC)=O)CCCCCCCCCCOC(CCCCCCC)=O)C